[2-[[6-[(1R)-1-hydroxyethyl]-8-piperidin-1-ylpyridino[3,4-d]pyrimidin-2-yl]amino]-7,8-dihydro-5H-1,6-naphthyridin-6-yl]-(1-methylpiperidin-4-yl)methanone O[C@H](C)C1=CC2=C(N=C(N=C2)NC2=NC=3CCN(CC3C=C2)C(=O)C2CCN(CC2)C)C(=N1)N1CCCCC1